N1(CCCCC1)CC 2-(piperidin-1-yl)ethane